ClC1=NC=CC(=N1)NC1=NNC(=C1)C1CC(C1)(F)F 2-chloro-N-[5-(3,3-difluorocyclobutyl)-1H-pyrazol-3-yl]pyrimidin-4-amine